FC1=CC=C(C=C1)N1N=CC2=C1C=C1CCN(C[C@]1(C2)C(=O)C2=NC=CC(=C2)C(F)(F)F)S(=O)(=O)C=2C=NN(C2)C ((R)-(1-(4-fluorophenyl)-6-((1-methyl-1H-pyrazol-4-yl)sulfonyl)-4,4a,5,6,7,8-hexahydro-1H-pyrazolo[3,4-g]isoquinolin-4a-yl)(4-(trifluoromethyl)pyridin-2-yl)methanone)